S1C=CC2=C1C=CC(=C2)C=2C=C1CCN=CC1=CC2 6-(Benzothiophen-5-yl)-3,4-dihydroisoquinoline